(cyclopropanecarbonyl)-4-(5,6-dihydrocyclopenta[c]pyrazol-2(4H)-yl)pyrrolidin C1(CC1)C(=O)N1CCC(C1)N1N=C2C(=C1)CCC2